CC1=CC2=C(NC(=N2)C2=CC(=NN2)NC(=O)C=2C=NC(=CC2)N2CCOCC2)C=C1 N-[5-(5-methyl-1H-benzimidazol-2-yl)-1H-pyrazol-3-yl]-6-morpholino-pyridine-3-carboxamide